tert-butyl methyl(4-nitro-1-(tetrahydro-2H-pyran-2-yl)-6-(4H-1,2,4-triazol-4-yl)-1H-indazol-3-yl)carbamate CN(C(OC(C)(C)C)=O)C1=NN(C2=CC(=CC(=C12)[N+](=O)[O-])N1C=NN=C1)C1OCCCC1